CCCCCCCCCCCCCCCC[N+](C)(C)C.[Br-] The molecule is the organic bromide salt that is the bromide salt of cetyltrimethylammonium; one of the components of the topical antiseptic cetrimide. It has a role as a surfactant and a detergent. It is a quaternary ammonium salt and an organic bromide salt. It contains a cetyltrimethylammonium ion.